FC=1C=C(C=CC1F)[C@H]1[C@@H](CN(C1)CCOC)NC(=O)NC1=C(C(=NN1C)OCC)C1=CC=CC=C1 1-((3s,4r)-4-(3,4-difluorophenyl)-1-(2-methoxyethyl)pyrrolidin-3-yl)-3-(3-ethoxy-1-methyl-4-phenyl-1H-pyrazol-5-yl)urea